NC(C)C1=C2C=C(N(C(C2=CC(=C1)C)=O)C)C1=CC(=CC=C1)OC 5-(1-aminoethyl)-3-(3-methoxyphenyl)-2,7-dimethylisoquinolin-1(2H)-one